ClC1=NC=C(C=C1C1=C(C=CC=C1)S(=O)(=O)N)C1=CNC2=NC=CC=C12 (2-chloro-5-(1H-7-azaindol-3-yl)pyridin-3-yl)benzenesulfonamide